FC1=C(C=CC(=C1)OC1CCSCC1)N1CCN(CC1)C(=O)OC(C)(C)C tert-butyl 4-(2-fluoro-4-((tetrahydro-2H-thiopyran-4-yl) oxy) phenyl)-piperazine-1-carboxylate